N1(CCCCCCC1)C=1C2=C(N=C(N1)OCC1(CC1)CN1CCNCC1)C(=C(N=C2)C2=CC(=CC1=CC=C(C(=C21)CC)F)O)F 4-[4-(azocan-1-yl)-8-fluoro-2-[[1-(piperazin-1-ylmethyl)cyclopropyl]methoxy]pyrido[4,3-d]pyrimidin-7-yl]-5-ethyl-6-fluoro-naphthalen-2-ol